BrC=1C2=C(SC1C(F)(F)P(OCC)(O)=O)C(=CC(=C2)C2=NN(C=N2)CC2=CC=C(C=C2)OC)OCCCS(\N=C/N(C)C)(=O)=O ethyl hydrogen (Z)-((3-bromo-7-(3-(N-((dimethylamino)methylene)sulfamoyl)propoxy)-5-(1-(4-methoxybenzyl)-1H-1,2,4-triazol-3-yl)benzo[b]thiophen-2-yl)difluoromethyl)phosphonate